CN(CCCOC1=NC=CC=C1)C N,N-dimethyl-3-(pyridin-2-yloxy)propan-1-amine